NC1C(N(C(CC1)=O)Cl)=O 3-amino-1-chloropiperidine-2,6-dione